1,2,3,4,5,6-hexaaminohexane NCC(C(C(C(CN)N)N)N)N